OC[C@H](C)OC=1C(=C(OC[C@@H]2N(C[C@H](C2)OC2=CC=C3CCC(NC3=C2)=O)C(=O)OC(C)(C)C)C=C(C1)C)C(=O)OC tert-Butyl (2R,4S)-2-((3-(((S)-1-hydroxy propan-2-yl)oxy)-2-(methoxycarbonyl)-5-methylphenoxy)methyl)-4-((2-oxo-1,2,3,4-tetrahydroquinolin-7-yl)oxy)pyrrolidin-1-carboxylate